(R)-2-(6-(5-(1-(2-azaspiro[3.3]heptan-6-yl)piperidin-4-yl)pyrimidin-2-yl)-5-methyl-6,7,8,9-tetrahydro-5H-pyrido[3',4':4,5]pyrrolo[2,3-c]pyridazin-3-yl)phenol C1NCC12CC(C2)N2CCC(CC2)C=2C=NC(=NC2)N2[C@@H](C1=C(NC=3N=NC(=CC31)C3=C(C=CC=C3)O)CC2)C